2'-chloro-N-(5-(4-chloro-6-(difluoromethoxy)pyridazine-3-carbonyl)-5,6-dihydro-4H-pyrrolo[3,4-d]thiazol-2-yl)-5'-methoxy-6-methyl-[4,4'-bipyridine]-3-carboxamide ClC1=NC=C(C(=C1)C1=C(C=NC(=C1)C)C(=O)NC=1SC2=C(N1)CN(C2)C(=O)C=2N=NC(=CC2Cl)OC(F)F)OC